C(C)(C)(C)C1=CC=C(C=C1)NC(=O)C=1SC(=CC1S(N(C)C1=CC(=C(C=C1)OCC)OC)(=O)=O)Cl N-(4-(tert-butyl)phenyl)-5-chloro-3-(N-(4-ethoxy-3-methoxyphenyl)-N-methylsulfamoyl)thiophene-2-carboxamide